(1-((2,3-dimethylthiazol-5-yl)sulfonyl)pyrrolidin-3-yl)(4-(quinolin-4-yl)piperazin-1-yl)methanone CC1SC(=CN1C)S(=O)(=O)N1CC(CC1)C(=O)N1CCN(CC1)C1=CC=NC2=CC=CC=C12